triglycidyl-triazine C(C1CO1)C1=C(C(=NN=N1)CC1CO1)CC1CO1